(5-amino-8-methylquinolin-6-yl)-[6,7-difluoro-1-(oxan-2-yl)indazol-4-yl]methanone NC1=C2C=CC=NC2=C(C=C1C(=O)C1=C2C=NN(C2=C(C(=C1)F)F)C1OCCCC1)C